3,4-dihydro-5H-spiro[benzo[f][1,4]oxazepine-2,4'-piperidin]-5-one hydrochloride Cl.N1CCC2(CC1)OC1=C(C(NC2)=O)C=CC=C1